ClC1=C(C=C(C=C1)C=1N=C(SC1SC(C)C)N1N=C(C(=C1C(=O)O)C1=CC(=CC=C1)F)C)C 1-(4-(4-chloro-3-methylphenyl)-5-(isopropylsulfanyl)thiazol-2-yl)-4-(3-fluorophenyl)-3-methyl-1H-pyrazole-5-carboxylic acid